N-((2-((4,4-difluorocyclohexyl)amino)-6-(4-methylthiazol-2-yl)pyridin-4-yl)methyl)acetamide FC1(CCC(CC1)NC1=NC(=CC(=C1)CNC(C)=O)C=1SC=C(N1)C)F